O=C1C[C@@H](N(CC1)C(=O)OC(C)(C)C)C(=O)OC 1-tert-butyl 2-methyl (2R)-4-oxopiperidine-1,2-dicarboxylate